methyl 2-((4-((R)-2-(4-chloro-2-fluorophenyl)-2H-chromen-8-yl) piperidin-1-yl) methyl)-3-(((S)-oxetan-2-yl) methyl)-3H-imidazo[4,5-b]pyridine-5-carboxylate ClC1=CC(=C(C=C1)[C@@H]1OC2=C(C=CC=C2C=C1)C1CCN(CC1)CC1=NC=2C(=NC(=CC2)C(=O)OC)N1C[C@H]1OCC1)F